6,7-dimyristoyl-heptanoic acid C(CCCCCCCCCCCCC)(=O)C(CCCCC(=O)O)CC(CCCCCCCCCCCCC)=O